2-(4-(4,4,5,5-tetramethyl-1,3,2-dioxaborolan-2-yl)benzylamino)-5-(trifluoromethyl)nicotinic acid CC1(OB(OC1(C)C)C1=CC=C(CNC2=C(C(=O)O)C=C(C=N2)C(F)(F)F)C=C1)C